6-bromo-4-methoxypyrazolo[1,5-a]pyridine-3-carbonitrile BrC=1C=C(C=2N(C1)N=CC2C#N)OC